[Pd](Cl)Cl.I[Fe]I diiodoiron palladium dichloride